2-Bromo-5-fluorophenol-1-d BrC1C(C=C(C=C1)F)(O)[2H]